Cl.C(#N)C=1C=NN2C1C(=CC(=C2)C2=CC=C(C=C2)N2CCNCC2)C=2C=CC(=NC2)N2CCC(CC2)(C(=O)NC(C)C)C 1-[5-[3-cyano-6-(4-piperazin-1-ylphenyl)pyrazolo[1,5-a]pyridin-4-yl]-2-pyridyl]-N-isopropyl-4-methyl-piperidine-4-carboxamide hydrochloride